2-(4-chloro-2-methyl-4-oxobutan-2-yl)-3,5-dimethylphenyl acetate C(C)(=O)OC1=C(C(=CC(=C1)C)C)C(C)(CC(=O)Cl)C